1-(difluoromethyl)-1-isocyanatocyclopropane FC(C1(CC1)N=C=O)F